ClC1=CC=C(C(=N1)C#N)N[C@H](C)C=1C=C(C=C2C(C(=C(OC12)C1=CC=2C(N=C1)=NN(C2)C)C)=O)C 6-Chloro-3-[[(1R)-1-[3,6-dimethyl-2-(2-methylpyrazolo[3,4-b]pyridin-5-yl)-4-oxo-chromen-8-yl]ethyl]amino]pyridine-2-carbonitrile